CC1(CCC2=CC(=CC=C12)OC[C@@H]1CN2C(=NC(C=C2)=O)O1)C (S)-2-(1,1-dimethyl-indan-5-yloxymethyl)-2,3-dihydro-oxazolo[3,2-a]pyrimidin-7-one